[6-(5-cyclopropyl-4H-1,2,4-triazol-3-yl)-2-azaspiro[3.3]heptan-2-yl]-[7-[(5-fluoro-2-pyridyl)methyl]-2-azaspiro[3.5]nonan-2-yl]methanone C1(CC1)C=1NC(=NN1)C1CC2(CN(C2)C(=O)N2CC3(C2)CCC(CC3)CC3=NC=C(C=C3)F)C1